FC1(CCN(CC1)C=1C(=C(C(=O)OC)C=C(N1)C)F)F Methyl 2-(4,4-difluoropiperidin-1-yl)-3-fluoro-6-methylisonicotinate